COC1=C(C=CC=C1N)C1=CC(=CC=C1)OCCCCCCCC 2-methoxy-3'-(octyloxy)biphenyl-3-amine